C(#N)C1(CC1)C(=O)NC=1C=CC(=NC1)C=1C=NN(C1NC(O[C@H](C)C=1C(=NC=C(C1)F)F)=O)C (R)-1-(2,5-difluoropyridin-3-yl)ethyl (4-(5-(1-cyanocyclopropane-1-carboxamido) pyridin-2-yl)-1-methyl-1H-pyrazol-5-yl)carbamate